1-(2,2,2-trichloroethyl) 4-(3-(4-(trifluoromethyl)phenyl)oxetan-3-yl) 2-methylenesuccinate C=C(C(=O)OCC(Cl)(Cl)Cl)CC(=O)OC1(COC1)C1=CC=C(C=C1)C(F)(F)F